[NH3+][C@H](C(=O)N[C@H](C(=O)[O-])CCNC(C(=C)C)=O)CCNC(C(=C)C)=O (S)-2-((S)-2-ammonio-4-methacrylamidobutanamido)-4-methacrylamidobutanoate